CN(C(=S)NC)C 1,1,3-trimethyl-thiourea